ethyl 3-(2-chloro-4-(trifluoromethoxy)phenyl)-5-methyl-5-(trifluoromethyl)-4,5-dihydrofuran-2-carboxylate ClC1=C(C=CC(=C1)OC(F)(F)F)C1=C(OC(C1)(C(F)(F)F)C)C(=O)OCC